FC1(C(C1)C(=O)NC1=NC=C2C=C(C=3N(C2=C1)N=C(N3)C)C=3C=NC(=CC3C)[C@H](CC)O)F 2,2-difluoro-N-(4-{6-[(S)-1-hydroxypropyl]-4-methylpyridin-3-yl}-2-methyl-[1,2,4]triazolo[1,5-a]1,6-naphthyridin-8-yl)cyclopropane-1-carboxamide